FC=1C=CC(=NC1)OC=1C=CC(=NC1)C1(CC12CC(CCC2)C2=CNC(C=C2)=O)C(=O)N (5-((5-fluoropyridin-2-yl)oxy)pyridin-2-yl)-5-(6-oxo-1,6-dihydropyridin-3-yl)spiro[2.5]octane-1-carboxamide